ClC=1C(=C(C=CC1)CNC(CN(C(CN1N=C(C2=CC=CC=C12)C(=O)N)=O)CCCF)=O)F (2-((2-((3-chloro-2-fluorophenylmethyl)amino)-2-oxoethyl)(3-fluoropropyl)amino)-2-oxoethyl)-1H-indazole-3-carboxamide